CYSTEATE N[C@@H](CS(=O)(O)=O)C(=O)[O-]